ClC=1C=C(C=CC1)N1[C@@H](CN(CC1)C(=O)C1=CC(=C(C=C1)S(=O)CC(=O)OCC)F)C Ethyl 2-((4-((R)-4-(3-chlorophenyl)-3-methylpiperazine-1-carbonyl)-2-fluorophenyl)sulfinyl)acetate